C(C)N(CCNC(=O)NC1=CC2=C(N3C(S2)=NC(=C3)C=3C=C(C=CC3)C)C=C1)CC 1-(2-(diethylamino)ethyl)-3-(2-(m-tolyl)benzo[d]imidazo[2,1-b]thiazol-7-yl)urea